O=C1NC(CCC1NC1=CC=C(C=C1)C1CCN(CC1)CCC1CCN(CC1)C(=O)OC(C)(C)C)=O tert-butyl 4-[2-[4-[4-[(2,6-dioxo-3-piperidyl)amino]phenyl]-1-piperidyl]ethyl]piperidine-1-carboxylate